C(C)OC(C(C)C12CNCC(CC1)C2)=O (3-azabicyclo[3.2.1]oct-1-yl)propionic acid ethyl ester